BrC1=C(C=CC=C1)C1=CC(=CC(=C1)C1=CC=CC=C1)C1=CC=CC=C1 bromo-5'-phenyl-1,1':3',1''-terphenyl